(6R)-3-[2,2-Difluoroethyl-(2-ethoxycarbonylallyl)carbamoyl]-6-methyl-2,4,6,7-tetrahydropyrazolo[4,3-c]Pyridine-5-carboxylic acid tert-butyl ester C(C)(C)(C)OC(=O)N1CC=2C(C[C@H]1C)=NNC2C(N(CC(=C)C(=O)OCC)CC(F)F)=O